(S)-1-chloro-3-(2,6-dichloro-4-(2-(4-((S)-2-hydroxy-3-isopropoxypropoxy)phenyl)propan-2-yl)phenoxy)propan-2-yl acetate C(C)(=O)O[C@H](CCl)COC1=C(C=C(C=C1Cl)C(C)(C)C1=CC=C(C=C1)OC[C@H](COC(C)C)O)Cl